3-fluoro-2-(1-methyl-1H-pyrazol-5-yl)-1-naphthalonitrile FC=1C(=C(C2=CC=CC=C2C1)C#N)C1=CC=NN1C